9-Cyclopropylethynyl-2-((S)-1-[1,4]-Dioxan-2-Ylmethoxy)-6,7-Dihydropyrimido[6,1-a]Isoquinolin-4-One C1(CC1)C#CC=1C=C2CCN3C(C2=CC1)=CC(=NC3=O)OC[C@H]3OCCOC3